ClC1=C(C(=CC(=C1)C(F)(F)F)Cl)N1N=C(C(=C1N=CC1=CC(=C(C=C1)O)OC)SC(F)(F)F)C#N 1-[2,6-dichloro-4-(trifluoromethyl)phenyl]-5-[(4-hydroxy-3-methoxyphenyl)methyleneamino]-4-(trifluoromethylthio)pyrazole-3-carbonitrile